2,3,4,5-tetrafluoropyridine FC1=NC=C(C(=C1F)F)F